CSCC1=C(C(=O)OC)C=C(C=C1)[N+](=O)[O-] methyl 2-((methylthio) methyl)-5-nitrobenzoate